ClC1=C(C=C(C=C1)CC(=O)NC1=CC(=CC=C1)[C@H](C)NC=1C=NC=2C(N1)=NN(C2)CC)F (S)-2-(4-chloro-3-fluorophenyl)-N-(3-(1-((2-ethyl-2H-pyrazolo[3,4-b]pyrazin-6-yl)amino)ethyl)phenyl)acetamide